CC1=CC=C(C=C1)C=1C=C(NC1)C(=NN)C1=CC(=C(C(=C1)OC)OC)OC [4-(4-methylphenyl)-1H-pyrrol-2-yl](3,4,5-trimethoxyphenyl)methanone hydrazone